ClC1=CC2=C(C=N1)C(=NN2C)C=2C(=C(C(=CC2)F)O)F 3-(6-Chloro-1-methyl-1H-pyrazolo[4,3-c]pyridin-3-yl)-2,6-difluorophenol